6-(difluoromethyl)-2-(methylthio)pyrido[2,3-d]pyrimidin-7-amine FC(C1=CC2=C(N=C(N=C2)SC)N=C1N)F